COC=1C=C(OC2=C(C=C(C=C2)NC(=O)N[C@@H]2CC[C@@H](CC2)C)C=2N=NNN2)C=CC1OC 1-(4-(3,4-Dimethoxyphenoxy)-3-(2H-tetrazol-5-yl)phenyl)-3-((cis)-4-methylcyclohexyl)urea